7-[[5-(4-hydroxy-1-piperidyl)-2-pyridyl]amino]-4-(6-methylimidazo[1,2-a]pyridin-3-yl)isoindolin-1-one OC1CCN(CC1)C=1C=CC(=NC1)NC=1C=CC(=C2CNC(C12)=O)C1=CN=C2N1C=C(C=C2)C